CC1=CC=2C3=C(C=NC2C=C1)C(N(C=N3)CCC(N3CCN(CC3)C3=CC(=CC=C3)C(F)(F)F)=O)=O 9-methyl-3-(3-oxo-3-(4-(3-(trifluoromethyl)phenyl)piperazin-1-yl)propyl)pyrimido[5,4-c]quinolin-4(3H)-one